S1C(=NC2=C1C=CC=C2)COC2=CC=CC(=N2)C2CCN(CC2)CC2=NC1=C(N2C[C@H]2OCC2)C=C(C=C1)C(=O)OC (S)-methyl 2-((4-(6-(benzo[d]thiazol-2-ylmethoxy)pyridin-2-yl)piperidin-1-yl)methyl)-1-(oxetan-2-ylmethyl)-1H-benzo[d]imidazole-6-carboxylate